N-cyclopentyl-5-(2-(2-methoxyethoxy)ethyl)-2-phenyl-1H-indol-7-amine C1(CCCC1)NC=1C=C(C=C2C=C(NC12)C1=CC=CC=C1)CCOCCOC